N-(5-(4-fluorobenzyl)pyridin-2-yl)-1-methyl-1H-pyrazole-3-carboxamide FC1=CC=C(CC=2C=CC(=NC2)NC(=O)C2=NN(C=C2)C)C=C1